(1S,3R)-3-(3-{[(2-methylpyridin-4-yl)acetyl]amino}-1H-pyrazol-5-yl)cyclopentyl(trans-4-hydroxycyclohexyl)carbamate CC1=NC=CC(=C1)CC(=O)NC1=NNC(=C1)[C@H]1C[C@H](CC1)N(C([O-])=O)[C@@H]1CC[C@H](CC1)O